4-[[(2S)-1,4-dioxane-2-ylmethyl]amino]-3-nitrobenzenesulfonamide O1[C@H](COCC1)CNC1=C(C=C(C=C1)S(=O)(=O)N)[N+](=O)[O-]